ONC(C1=CC=C(C=C1)CNC1=CC=C(C=C1)C)=O N-hydroxy-4-((p-toluylamino)methyl)benzamide